trans-2-hexene-1,1-dicarboxylic acid anhydride C1(\C=C\CCC)C(=O)OC1=O